1-Acetyl-1H-pyrazol C(C)(=O)N1N=CC=C1